C1(CCCC1)N1C(CN(C=2C(N[C@](NC12)(N)NC1=C(C=C2CCCN(C2=C1)C(CN1CCN(CC1)S(=O)(=O)C)=O)OC)=O)C)CC (R)-8-cyclopentyl-7-ethyl-2-{{6-methoxy-1-{2-[4-(methylsulfonyl)piperazin-1-yl]acetyl}-1,2,3,4-tetrahydroquinolin-7-yl}amino}-5-methyl-7,8-dihydropterin